7-isopropyl-naphthalene C(C)(C)C1=CC=C2C=CC=CC2=C1